BrC1=CC=C(C=C1)C(C)(C)C=1N=C(SC1)NC(=O)NC(C)C 1-(4-(2-(4-bromophenyl)propan-2-yl)thiazol-2-yl)-3-isopropylurea